FC1=CC=C2NC(C(N(C2=C1)C1=CC=CC=C1)=O)=O 7-fluoro-1-phenylquinoxalin-2,3(1H,4H)-dione